C(C)N(C=1C=C2OC=3C=C(C(=CC3C3(C2=CC1)OC(C1=CC=CC=C13)=O)NC1=CC=CC=C1)C)CC(C)C 6'-(ethylisobutylamino)-2'-anilino-3'-methylspiro[isobenzofuran-1(3H),9'-[9H]xanthen]-3-one